The molecule is a pyridinemonocarboxylate that is the conjugate base of nicotinic acid, arising from deprotonation of the carboxy group; major species at pH 7.3. It has a role as a metabolite and a Saccharomyces cerevisiae metabolite. It is a conjugate base of a nicotinic acid. C1=CC(=CN=C1)C(=O)[O-]